C1(CC1)N1C(C2=C(C=C1C(F)(F)F)N=C(N2C)C2=C(C=C(C=N2)C=2C=NC(=CC2)C(=C)F)S(=O)(=O)CC)=O 5-cyclopropyl-2-[5-(ethylsulfonyl)-6'-(1-fluorovinyl)-[3,3'-bipyridin]-6-yl]-3-methyl-6-(trifluoromethyl)-3H,4H,5H-imidazo[4,5-c]pyridin-4-one